CC1=NC2=C(C=CC=C2C(=C1)C)[N+](=O)[O-] 2,4-dimethyl-8-nitroquinoline